di-tertamylperoxide C(C)(C)(CC)OOC(C)(C)CC